ClC1=CC2=C(N=N1)N(C=C2)C[C@@H]2[C@@H](CN(CC2)C(=O)OC(C)(C)C)F tert-butyl cis-4-({3-chloro-7H-pyrrolo[2,3-c]pyridazin-7-yl}methyl)-3-fluoropiperidine-1-carboxylate